OCCN1N=NN=C1SC1=C(C(=O)OC)C=C(C=C1)[N+](=O)[O-] methyl 2-{[1-(2-hydroxyethyl)-1H-1,2,3,4-tetrazol-5-yl]sulfanyl}-5-nitrobenzoate